COC1=C(C=NC(=C1)C(F)(F)F)[C@H]1[C@H](O[C@@]([C@H]1C)(C(F)(F)F)C)C(=O)NC1=CC(=NC=C1)C(=O)N (2S,3S,4S,5S)-4-[[3-[4-Methoxy-6-(trifluoromethyl)-3-pyridyl]-4,5-dimethyl-5-(trifluoromethyl)tetrahydrofuran-2-carbonyl]amino]pyridin-2-carboxamid